BrC1=CC(=C(C(=O)OC(C)(C)C)C(=C1)OC)F tert-butyl 4-bromo-2-fluoro-6-methoxy-benzoate